N-(4-amino-1H-pyrazolo[4,3-c]pyridin-7-yl)-2-oxo-2-[rac-(2R,5S)-5-methyl-2-(2-thienyl)-1-piperidyl]acetamide NC1=NC=C(C2=C1C=NN2)NC(C(N2[C@H](CC[C@@H](C2)C)C=2SC=CC2)=O)=O |r|